5-[2-[(2S,6R)-2-(1-cyclopropylpyrazol-4-yl)-6-methyl-morpholin-4-yl]-6,7-dimethyl-pteridin-4-yl]-1-methyl-pyridin-2-one C1(CC1)N1N=CC(=C1)[C@H]1CN(C[C@H](O1)C)C1=NC2=NC(=C(N=C2C(=N1)C=1C=CC(N(C1)C)=O)C)C